3-(1,1-dioxotetrahydrothiopyran-4-yl)-N-methyl-1-[1-methyl-3-(1-methylpyrazol-4-yl)indazol-5-yl]-6,8-dihydro-5H-imidazo[1,5-a]pyrazine-7-carboxamide O=S1(CCC(CC1)C1=NC(=C2N1CCN(C2)C(=O)NC)C=2C=C1C(=NN(C1=CC2)C)C=2C=NN(C2)C)=O